FC(C(C(C(C(C(C(C(F)(F)F)(F)F)(F)F)(F)F)(F)F)(F)F)(F)F)(S(=O)(=O)ON1C(C2=CC=CC=C2C1=O)=O)F 1,3-dioxoisoindolin-2-yl perfluoro-n-octylsulfonate